C(C)(=O)N1CCC(CC1)(OCC)C=1C(N(C2=C(C(=NC(=C2C1)Cl)C)OCC1=CC=CC=C1)C)=O (1-acetyl-4-ethoxypiperidin-4-yl)-8-(benzyloxy)-5-chloro-1,7-dimethyl-1,6-naphthyridin-2(1H)-one